CC1=C(C=CC=C1C)N1CCN(CC1)C=1C=CC(=C(C(=O)O)C1)S(NC1=C(C=CC(=C1)C)C)(=O)=O 5-(4-(2,3-dimethylphenyl)piperazin-1-yl)-2-(N-(2,5-dimethylphenyl)sulfamoyl)benzoic acid